O=C1COCC[C@@H]1NC(OC(C)(C)C)=O tert-butyl [(4S)-3-oxotetrahydro-2H-pyran-4-yl]carbamate